C(CCCCCCCCCCCCCC=CCC)O 15-octadecen-1-ol